4-chloro-N-cyclopentyl-2-(1-methyl-piperidin-4-yl)benzo-[d]thiazole-6-carboxamide ClC1=CC(=CC2=C1N=C(S2)C2CCN(CC2)C)C(=O)NC2CCCC2